C(C)(C)(C)OC(=O)N1C(=CC2=CC(=CC=C12)F)CN1C(C(=CC=C1)NC([C@H](CC\C=C\C(=O)N)OC(N(C)C)=O)=O)=O tert-Butyl-(S,E)-2-((3-(7-amino-2-((dimethyl-carbamoyl)oxy)-7-oxohept-5-enamido)-2-oxopyridin-1(2H)-yl)methyl)-5-fluoro-1H-indol-1-carboxylat